OC1=CC=C(C=C1O)C1CC(=NN1C(=O)OC)C1=CC=C(C=C1)OC1=CC=C(C=C1)OCC Methyl 5-(4,5-dihydroxyphenyl)-3-(4-(4-ethoxyphenoxy)phenyl)-4,5-dihydro-1H-pyrazol-1-carboxylate